5-({4-[(1r,5s)-8-{[(1S)-2,2-difluorocyclopropyl]methyl}-3,8-diazabicyclo[3.2.1]oct-3-yl]pyrimidin-2-yl}amino)-N,3-dimethylpyridine-2-carboxamide FC1([C@@H](C1)CN1[C@H]2CN(C[C@@H]1CC2)C2=NC(=NC=C2)NC=2C=C(C(=NC2)C(=O)NC)C)F